titanium oxide di(vinyl acetate) C(=C)CC(=O)[O-].C(=C)CC(=O)[O-].[O-2].[Ti+4]